1-(4-(aminomethyl)-1-oxo-1,2-dihydrophthalazin-6-yl)-N-((3,3-dimethyl-2,3-dihydrofuro[2,3-b]pyridin-6-yl)methyl)-N-(5,6,7,8-tetrahydroquinolin-8-yl)cyclopropane-1-carboxamide NCC1=NNC(C2=CC=C(C=C12)C1(CC1)C(=O)N(C1CCCC=2C=CC=NC12)CC1=CC=C2C(=N1)OCC2(C)C)=O